(2-(1-(3-cyano-8-methoxyquinolin-4-yl)azetidin-3-yl)ethyl)sulfamide C(#N)C=1C=NC2=C(C=CC=C2C1N1CC(C1)CCNS(=O)(=O)N)OC